diisopropanol mono(ethylacetoacetate) C(C)CC(CC(=O)O)=O.C(C)(C)O.C(C)(C)O